FC1=CC(=C(OC=2C(=NC(=NC2)C)N2CC3(CCN(C3)CC3=CC4=C(NC(N4)=O)C=C3)CC2)C=C1)C1=CC=NN1C(C)C 5-((7-(5-(4-fluoro-2-(1-isopropyl-1H-pyrazol-5-yl)phenoxy)-2-methylpyrimidin-4-yl)-2,7-diazaspiro[4.4]non-2-yl)methyl)-1,3-dihydro-2H-benzo[d]imidazol-2-one